ClC1=CC=C(C=C1)[C@@]1(N(C(C2=CC(=CC(=C12)F)C(C)(C)O)=O)CC1=CC=C(C=C1)Cl)OCC1(CC1)CO (3R)-3-(4-Chlorophenyl)-2-[(4-chlorophenyl)methyl]-4-fluoro-3-{[1-(hydroxymethyl)cyclopropyl]methoxy}-6-(2-hydroxypropan-2-yl)-2,3-dihydro-1H-isoindol-1-on